1,2,3,4,4a,5,6,6a,6b,7,8,8a,9,10,11,12,12a,12b,13,14b-icosahydropicene-2-carboxylate C1C(CCC2CCC3C4CCC5CCCCC5C4CC=C3C21)C(=O)[O-]